5-amino-1-(3,3-difluorocyclobutyl)-3-(7-((5-fluoro-2-methoxybenzamido)methyl)-1H-pyrrolo[3,2-c]pyridin-4-yl)-1H-pyrazole-4-carboxamide NC1=C(C(=NN1C1CC(C1)(F)F)C1=NC=C(C2=C1C=CN2)CNC(C2=C(C=CC(=C2)F)OC)=O)C(=O)N